O1C(CCC1)COC1=NC(=CC(=N1)C=1CCOCCC1)N1N=C(C=C1)C=1C=C(C=CC1)C 2-((tetrahydrofuran-2-yl)methoxy)-4-(2,3,6,7-tetrahydrooxepin-4-yl)-6-(3-(m-tolyl)-1H-pyrazol-1-yl)pyrimidine